(R)-(+)-phenethylamine C(CC1=CC=CC=C1)N